NC=1C=C(C(=NC1)S(=O)(=O)NC=1SC(=C(N1)C1=CC(=C(C=C1)F)Cl)Cl)C 5-amino-N-(5-chloro-4-(3-chloro-4-fluorophenyl)thiazol-2-yl)-3-methylpyridine-2-sulfonamide